(E)-methyl 2-[2-[6-chloropyrimidin-4-yloxy] phenyl]-3-methoxyacrylate ClC1=CC(=NC=N1)OC1=C(C=CC=C1)/C(/C(=O)OC)=C\OC